2-benzyl-2-azaspiro[3.3]heptan-6-yl 5-(5-cyanopyrimidin-2-yl)-2,5-diazabicyclo[2.2.2]octane-2-carboxylate C(#N)C=1C=NC(=NC1)N1C2CN(C(C1)CC2)C(=O)OC2CC1(CN(C1)CC1=CC=CC=C1)C2